C(C)C=1N=C(C2=C(N1)C=CS2)C=2SC=CN2 2-Ethyl-4-(1,3-thiazol-2-yl)thieno[3,2-d]pyrimidine